FC(C(=O)O)(F)F.ClC1=CC=C(C=C1)C1=NN=C(O1)[C@@H]1CC[C@H](CC1)N trans-4-(5-(4-chlorophenyl)-1,3,4-oxadiazol-2-yl)cyclohexan-1-amine 2,2,2-trifluoroacetate